CC=1N=C(C2=C(N1)OC=C2C(=O)NCCC)NC2(CC2)C methyl-4-[(1-methylcyclopropyl)amino]-N-propylfuro[2,3-d]pyrimidine-5-carboxamide